2-(bis(3-chloro-4-fluorophenyl)methyl)-N-methyl-1H-imidazole ClC=1C=C(C=CC1F)C(C=1N(C=CN1)C)C1=CC(=C(C=C1)F)Cl